BrC=1C=C(C=NC1)S(=O)(=O)N1CCC2(CC(CO2)NC[C@@H](COC=2C=C(C=CC2)S(=O)(=O)NC)O)CC1 3-((2S)-3-(8-(5-bromopyridin-3-ylsulfonyl)-1-oxa-8-azaspiro[4.5]dec-3-ylamino)-2-hydroxypropoxy)-N-methylbenzenesulfonamide